benzyl 4-(3-chloro-2-methylphenyl)-4-(2-chloroacetamido)piperidine-1-carboxylate ClC=1C(=C(C=CC1)C1(CCN(CC1)C(=O)OCC1=CC=CC=C1)NC(CCl)=O)C